C(#N)C1=CC=C(CNC(=O)C2=NN(C=3C(N(CCC32)CC3(CC3)S(NC3=C(C=CC=C3)C#N)(=O)=O)=O)C)C=C1 N-(4-cyanobenzyl)-6-((1-(N-(2-cyanophenyl)sulfamoyl)cyclopropyl)methyl)-1-methyl-7-oxo-4,5,6,7-tetrahydro-1H-pyrazolo[3,4-c]pyridine-3-carboxamide